N1=CC(=CC(=C1)O[C@H]1CN(CC1)C1=C(C(NN=C1)=O)Cl)O[C@H]1CN(CC1)C1=C(C(NN=C1)=O)Cl 5,5'-((3r,3'r)-(pyridine-3,5-diylbis(oxy))bis(pyrrolidin-3,1-diyl))bis(4-chloropyridazin-3(2H)-one)